FC=1C(=NC=CC1CN1C[C@H](CC1)C(C)(C)O)C=1C=C2CN(C(C2=CC1)=O)C1C(NC(CC1)=O)=O 3-(5-(3-fluoro-4-(((S)-3-(2-hydroxypropan-2-yl)pyrrolidin-1-yl)methyl)pyridin-2-yl)-1-oxoisoindolin-2-yl)piperidine-2,6-dione